6-fluoro-4-methoxy-2-(1-pyrazolyl)-5-trifluoromethylpyrimidine FC1=C(C(=NC(=N1)N1N=CC=C1)OC)C(F)(F)F